2-O-acetyl-3-O-benzyl-4-O-tri-n-butylsilyl-6-O-triisopropylsilyl-α-D-mannopyranosyl fluoride C(C)(=O)O[C@@H]1[C@H](O[C@@H]([C@H]([C@@H]1OCC1=CC=CC=C1)O[Si](CCCC)(CCCC)CCCC)CO[Si](C(C)C)(C(C)C)C(C)C)F